4-{2-[(1R)-1-(4-chlorophenyl)-2-[(5-chloropyridin-2-yl)methyl]-1-methoxy-3-oxo-2,3-dihydro-1H-isoindol-5-yl]-2-hydroxypropyl}-1λ6-thiomorpholine-1,1-dione ClC1=CC=C(C=C1)[C@@]1(N(C(C2=CC(=CC=C12)C(CN1CCS(CC1)(=O)=O)(C)O)=O)CC1=NC=C(C=C1)Cl)OC